NC1=NC=NN2C1=C(C=C2C2CCC(CC2)O)C2=CC=C(C=C2)NC(=O)C=2C(N(C=CC2)C2=CC=C(C=C2)F)=O N-{4-[4-amino-7-(4-hydroxycyclohexyl)pyrrolo[2,1-f][1,2,4]triazin-5-yl]phenyl}-1-(4-fluorophenyl)-2-oxo-1,2-dihydropyridine-3-carboxamide